CN1OC[C@@H](C1=C=O)NC(=O)C1=CN=C2N1N=C(C=C2NC)NC=2C(N(C=CC2)C2=NC=CC=C2)=C=O (R)-N-(2-methyl-3-carbonylisoxazolidin-4-yl)-8-(methylamino)-6-((2-carbonyl-2H-[1,2'-bipyridin]-3-yl)amino)imidazo[1,2-b]pyridazine-3-carboxamide